C(C)OC1=C(C=C(C=C1)N1C(N(C(C12COCC2)=O)C2=CC(=C(C#N)C=C2)C(F)(F)F)=S)C2=NN1C(C(N2)=O)=C(N=C1CCC)C 4-(1-(4-ethoxy-3-(5-methyl-4-oxo-7-propyl-3,4-dihydroimidazo[5,1-f][1,2,4]triazin-2-yl)phenyl)-4-oxo-2-thioxo-7-oxa-1,3-diazaspiro[4.4]nonan-3-yl)-2-(trifluoromethyl)benzonitrile